Cl.N[C@H](C(=O)N1[C@@H]([C@H]2C([C@H]2C1)(C)C)C(=O)OC)C(C)(C)C Methyl (1R,2S,5S)-3-((S)-2-Amino-3,3-dimethylbutanoyl)-6,6-dimethyl-3-azabicyclo[3.1.0]hexane-2-carboxylate hydrochloride